ClC=1C=C(C#N)C=CC1C(=O)N1CCC2(C(N3[C@H](O2)CC[C@H]3C3=CC(=CC(=C3)F)F)=O)CC1 3-chloro-4-((5'S,7a'R)-5'-(3,5-difluorophenyl)-3'-oxotetrahydro-3'H-spiro-[piperidine-4,2'-pyrrolo-[2,1-b]oxazole]-1-carbonyl)benzonitrile